tert-butyl (1R,2R)-2-(aminomethyl)pyrrolidine-1-carboxylate NC[C@@H]1N(CCC1)C(=O)OC(C)(C)C